6,6'-(6-phenyl-1,3,5-triazine-2,4-diyl)bis(3-phenyl-9-(pyrimidin-4-yl)-9H-carbazole) C1(=CC=CC=C1)C1=NC(=NC(=N1)C=1C=C2C=3C=C(C=CC3N(C2=CC1)C1=NC=NC=C1)C1=CC=CC=C1)C=1C=C2C=3C=C(C=CC3N(C2=CC1)C1=NC=NC=C1)C1=CC=CC=C1